tributyl-phosphorus acetate C(C)(=O)[O-].C(CCC)[P+](CCCC)CCCC